(R)-N-(3-chloro-2-fluorophenylmethyl)-2-(1-hydroxy-3-methylbutan-2-ylamino)acetamide ClC=1C(=C(C=CC1)CNC(CN[C@@H](CO)C(C)C)=O)F